(S)-6-((2,4-dimethoxybenzyl)amino)-2-propyl-2,3-dihydro-[1,4]oxazepino[6,5-c][1,5]naphthyridin-5(1H)-one COC1=C(CNC2=NC=3C=CC=NC3C3=C2C(OC[C@@H](N3)CCC)=O)C=CC(=C1)OC